CC1=C(C=C(C=C1)NC(C1=CC(=NC=C1)C(F)(F)F)=O)C=1C=C(C(=NC1)C#CCCC(=O)O)N1CCOCC1 5-(5-(2-methyl-5-(2-(trifluoromethyl)isonicotinamido)phenyl)-3-morpholinopyridin-2-yl)pent-4-ynoic acid